CN1CSC=C1C 3,4-dimethyl-1,3-thiazole